3-(hydroxymethyl)oxetane-3-carbonitrile OCC1(COC1)C#N